1-((2R,4S,5R)-5-(((tert-butyldimethylsilyl)oxy)methyl)-4-((2-sulfido-1,3,2-dithiaphospholan-2-yl)oxy)tetrahydrofuran-2-yl)pyrimidine-2,4(1H,3H)-dione [Si](C)(C)(C(C)(C)C)OC[C@@H]1[C@H](C[C@@H](O1)N1C(NC(C=C1)=O)=O)OP1(SCCS1)=S